NC1(CCN(CC1)C=1C(=NC=CC1)C=1C(=NC(=CN1)C1=NC=CC=C1C(F)(F)F)C(=O)N)C 3-(4-amino-4-methylpiperidin-1-yl)pyridin-2-yl-6-(3-(trifluoromethyl)pyridin-2-yl)pyrazine-2-carboxamide